CN1CCC(=CC1)C1=CC(=NC2=C(N=CC=C12)C1=CC=NN1)N1CCOCC1 4-(1-methyl-1,2,3,6-tetrahydropyridin-4-yl)-2-(morpholin-4-yl)-8-(1H-pyrazol-5-yl)-1,7-naphthyridine